3-FLUOROBENZYLISOCYANIDE FC=1C=C(C[N+]#[C-])C=CC1